C12N(CC(CC1)C2)CCNC(C2=CC(=CC=C2)NC2=NC=C(C=N2)C2=CC=CC=C2)=O N-(2-{2-azabicyclo[2.2.1]heptan-2-yl}ethyl)-3-[(5-phenylpyrimidin-2-yl)amino]benzamide